ClC=1C=C2C=C(NC2=CC1)C(=O)N[C@H](C(=O)C=1C=NC(=CC1)OC)CC1=C(C=CC=C1)Cl (S)-5-chloro-N-(3-(2-chlorophenyl)-1-(6-methoxypyridin-3-yl)-1-oxopropan-2-yl)-1H-indole-2-carboxamide